CC1=C(C(=CC(=C1)C(F)(F)F)C)N1N=C(C(=C(C1=O)N1N=C(N=C1)[N+](=O)[O-])O)CC 2-[2,6-dimethyl-4-(trifluoromethyl)phenyl]-6-ethyl-5-hydroxy-4-(3-nitro-1H-1,2,4-triazol-1-yl)pyridazin-3(2H)-one